cyclopenta[a]phenanthren-3-yl(4-nitrophenyl) carbonate C(OC1=C(C=C(C=C1)[N+](=O)[O-])C=1C=CC2=C3C=CC=4C=CCC4C3=CC=C2C1)([O-])=O